ClC=1C=C(C=C2C=C(N=CC12)NC(=O)[C@H]1[C@H](C1)F)B(O)O 8-chloro-3-(cis-2-fluorocyclopropanecarboxamido)isoquinolin-6-ylboronic acid